2-bromo-7-(hydroxymethyl)-12-oxa-3-thia-6-azatricyclo[6.4.1.04,13]Tridec-1,4(13),7-trien-5-one BrC1=C2OCCCC3=C(NC(C(S1)=C23)=O)CO